NC=1C=C2C(=CC(N(C2=CC1)C)=O)NC(C)C1=NOC(=C1)C 6-amino-1-methyl-4-[1-(5-methylisoxazol-3-yl)ethylamino]quinolin-2-one